2-Ethyl-6-(6-nitropyridin-3-yl)-2,6-diazaspiro[3.3]heptane C(C)N1CC2(C1)CN(C2)C=2C=NC(=CC2)[N+](=O)[O-]